C(C)C(CC)NCCC=1SC(=C(N1)C(F)(F)F)C(=O)NC(C)C1=CC(=CC=C1)OC(F)(F)F 2-[2-[(1-ethylpropyl)amino]ethyl]-N-[1-[3-(trifluoromethoxy)phenyl]ethyl]-4-(trifluoromethyl)-5-thiazolecarboxamide